C1(=C(C(=C(C(=C1[2H])[2H])[2H])[2H])[2H])C=1C=C2C=CC(=CC2=CC1)B(O)O (6-(phenyl-d5)naphthalen-2-yl)boronic acid